NC1=NC=C(C=C1C1=CC=C(C=C1)NC(=O)C1=CN(C=C(C1=O)C1=CC=C(C=C1)C)CC1CCOCC1)Br N-[4-(2-amino-5-bromopyridin-3-yl)phenyl]-5-(4-methylphenyl)-4-oxo-1-(tetrahydro-2H-pyran-4-ylmethyl)-1,4-dihydropyridine-3-carboxamide